NC(C1=CC(=C(C(=C1)C(=O)NC)NC(=O)C1=CC(=NN1C1=NC=CC=C1Cl)Br)C)=S N-[4-(Aminothioxomethyl)-2-methyl-6-[(methylamino)carbonyl]phenyl]-3-bromo-1-(3-chloro-2-pyridinyl)-1H-pyrazol-5-carboxamid